FC1=CC=C(C=C1)C(=O)C1=C(C=NC2=CC(=CC=C12)O)C1=C(C=C(C=C1)C(F)(F)F)F (4-fluorophenyl)-[3-[2-fluoro-4-(trifluoromethyl)phenyl]-7-hydroxy-4-quinolinyl]methanone